C(C)OC=1C2=C(N=CN1)CN(CC2)C(=O)OC(C)(C)C tert-Butyl 4-ethoxy-5,6-dihydropyrido[3,4-d]pyrimidine-7(8H)-carboxylate